4-chloro-2-(cyclopent-1-en-1-yl)thiazole-5-carboxylic acid ClC=1N=C(SC1C(=O)O)C1=CCCC1